tert-Butyl (1R,5S)-3-(2,8-difluoro-7-(3-(methoxymethoxy)-8-((triisopropylsilyl)ethynyl)naphthalene-1-yl)quinazolin-4-yl)-3,8-diazabicyclo[3.2.1]octane-8-carboxylate FC1=NC2=C(C(=CC=C2C(=N1)N1C[C@H]2CC[C@@H](C1)N2C(=O)OC(C)(C)C)C2=CC(=CC1=CC=CC(=C21)C#C[Si](C(C)C)(C(C)C)C(C)C)OCOC)F